C(C1=CC=CC=C1)(C1=CC=CC=C1)[C@@H](C(=O)NC1=CC=C(C=C1)C=1N(C=NC1C)C)NC(OC(C)(C)C)=O tert-butyl N-[(1S)-1-benzhydryl-2-[4-(3,5-dimethylimidazol-4-yl)anilino]-2-oxo-ethyl]carbamate